NC=1C(=NC=C(C1)S(=O)(=O)C1=C(C=C(C=C1)C(F)(F)F)F)C(=O)N1CC(C1)(C(F)(F)F)O (3-amino-5-{[2-fluoro-4-(trifluoromethyl)phenyl]sulfonyl}pyridin-2-yl)[3-hydroxy-3-(trifluoromethyl)azetidin-1-yl]methanone